C(C)(=O)O[C@@H]1[C@H](O[C@H]([C@@H]([C@H]1OC(C)=O)OC(C)=O)O[C@@H]1[C@H](O[C@@H]([C@H]([C@H]1OC(C)=O)OC(C)=O)I)COC(C)=O)COC(C)=O (2R,3R,4S,5R,6S)-2-(Acetoxymethyl)-6-(((2R,3R,4S,5S,6R)-4,5-diacetoxy-2-(acetoxymethyl)-6-iodotetrahydro-2H-pyran-3-yl)oxy)tetrahydro-2H-pyran-3,4,5-triyl triacetate